tert-Butyl 3-((4-cyano-1,3,5-triazin-2-yl)amino)azetidine-1-carboxylate C(#N)C1=NC(=NC=N1)NC1CN(C1)C(=O)OC(C)(C)C